N-(2-fluoro-4-(2-(((3S)-5-(fluoromethyl)-5-methylpiperidin-3-yl)amino)-8-isopropyl-7-oxo-7,8-dihydropteridin-6-yl)phenyl)-1-phenylethane-1-sulfonamide FC1=C(C=CC(=C1)C1=NC=2C=NC(=NC2N(C1=O)C(C)C)N[C@@H]1CNCC(C1)(C)CF)NS(=O)(=O)C(C)C1=CC=CC=C1